benzyl (2S)-2-(cyanomethyl)-4-[8-(3-isopropylphenyl)-2-[[(2S)-1-methylpyrrolidin-2-yl]methoxy]-5,6,7,9-tetrahydropyrimido[4,5-c]azepin-4-yl]piperazine-1-carboxylate C(#N)C[C@@H]1N(CCN(C1)C1=NC(=NC=2CN(CCCC21)C2=CC(=CC=C2)C(C)C)OC[C@H]2N(CCC2)C)C(=O)OCC2=CC=CC=C2